C1(=C(C=CC=C1)S(=O)(=O)CC1(C(N(C(=C1)C1=CC=CC=C1)C(C)=O)=O)C)C1=CC=CC=C1 3-(([1,1'-biphenyl]-2-ylsulfonyl)methyl)-1-acetyl-3-methyl-5-phenyl-1,3-dihydro-2H-pyrrole-2-one